The molecule is a 16-HETE in which the chiral centre at position 16 has R-configuration. It has a role as a mouse metabolite. It is a conjugate acid of a 16(R)-HETE(1-). It is an enantiomer of a 16(S)-HETE. CCCC[C@H](/C=C\\C/C=C\\C/C=C\\C/C=C\\CCCC(=O)O)O